tert-butyl 3-methoxy-5-(((2-(trifluoromethyl)pyridin-3-yl)oxy)methyl)piperidine-1-carboxylate COC1CN(CC(C1)COC=1C(=NC=CC1)C(F)(F)F)C(=O)OC(C)(C)C